C(C=C)(=O)OCCOCCOC(C(=O)OCCOCCOC(C=C)=O)=O oxalic acid bis-[2-(2-acryloyloxy-ethoxy)-ethyl] ester